7-(3-aminopropyl)-5,9-bis(decyl)-2,2,3,3,11,11,12,12-octamethyl-4,10-dioxa-7-aza-3,11-disilatridecane NCCCN(CC(O[Si](C(C)(C)C)(C)C)CCCCCCCCCC)CC(O[Si](C(C)(C)C)(C)C)CCCCCCCCCC